tert-butyl 4-[(1s,4s)-4-{4-[1-(2,6-dioxopiperidin-3-yl)-3-methyl-2-oxo-1,3-benzodiazol-5-yl]phenyl}cyclohexyl]piperazine-1-carboxylate O=C1NC(CCC1N1C(N(C2=C1C=CC(=C2)C2=CC=C(C=C2)C2CCC(CC2)N2CCN(CC2)C(=O)OC(C)(C)C)C)=O)=O